C(C)C=1N=C2N(C=C(C=C2C)N2CCN(CC2)CC(=O)N2C[C@H](CC2)O)C1N(C)C=1SC=C(N1)C1=CC=C(C=C1)F (S)-2-(4-(2-ethyl-3-((4-(4-fluorophenyl)thiazol-2-yl)(methyl)amino)-8-methylimidazo[1,2-a]pyridin-6-yl)piperazin-1-yl)-1-(3-hydroxypyrrolidin-1-yl)ethanone